[Pd](Cl)Cl.C1(=CC=CC=C1)P(CCCP(C1=CC=CC=C1)C1=CC=CC=C1)C1=CC=CC=C1 [1,3-bis(diphenylphosphino)propane] palladium chloride